DL-para-hydroxyphenylhydantoin OC1=CC=C(C=C1)N1C(=O)NC(=O)C1